1-acetyl-3-[5-(difluoromethyl)-1,3,4-thiadiazol-2-yl]-6-fluoro-N-[3-(fluoromethyl)oxetan-3-yl]-2-oxo-1,3-benzodiazole-5-sulfonamide C(C)(=O)N1C(N(C2=C1C=C(C(=C2)S(=O)(=O)NC2(COC2)CF)F)C=2SC(=NN2)C(F)F)=O